5-(3-(3-Methoxyphenyl)propylamino)-3-methylbenzofuran-2-carboxylic acid COC=1C=C(C=CC1)CCCNC=1C=CC2=C(C(=C(O2)C(=O)O)C)C1